N[C@@H](CC1=CNC2=CC=CC=C12)C(=O)O.N[C@@H](CC1=CNC2=CC=CC=C12)C(=O)O.N[C@@H](CC1=CNC2=CC=CC=C12)C(=O)O.[Cr] chromium tris-tryptophan